CN1C(=NC2=C(C=C(C=C2C1=O)C)[C@@H](C(F)F)N[S@](=O)C(C)(C)C)C1CCOCC1 (R)-N-((S)-1-(3,6-dimethyl-4-oxo-2-(tetrahydro-2H-pyran-4-yl)-3,4-dihydroquinazolin-8-yl)-2,2-difluoroethyl)-2-methylpropane-2-sulfinamide